hex-ane CCCCCC